(2R,3R,4S,5R,6R)-6-((4-(1-Hydroxycyclopentyl)-1H-1,2,3-triazol-1-yl)methyl)-2-(hydroxymethyl)-5-methoxy-4-(4-(2,3,4-trifluorophenyl)-1H-1,2,3-triazol-1-yl)tetrahydro-2H-pyran-3-ol OC1(CCCC1)C=1N=NN(C1)C[C@@H]1[C@@H]([C@H]([C@H]([C@H](O1)CO)O)N1N=NC(=C1)C1=C(C(=C(C=C1)F)F)F)OC